ClC1=C2CCC3(C2=CC=C1)CCC=1C(=NC(=NC1C3)OC[C@H]3NCCC3)N3CC1N(C(C3)C1)C(=O)OC(C)(C)C tert-Butyl 3-[4'-chloro-2-[[(2S)-pyrrolidin-2-yl]methoxy]spiro[6,8-dihydro-5H-quinazoline-7,1'-indane]-4-yl]-3,6-diazabicyclo[3.1.1]heptane-6-carboxylate